CNC(=S)N/N=C(\C)/C1=NC=CC=C1 (E)-N-methyl-2-(1-(pyridine-2-yl)ethylidene)hydrazine-1-carbothioamide